ClC1=NC(=C2C(=N1)N(N=C2)[C@@H]2O[C@@H]([C@@H]1[C@H]2OC(O1)(C)C)COCP(OC(C)(C)C)(OC(C)(C)C)=O)N(C(C)=O)C1CCCC1 Di-tert-butyl ((((3aR,4R,6R,6aR)-6-(6-chloro-4-(N-cyclopentylacetamido)-1H-pyrazolo[3,4-d]pyrimidin-1-yl)-2,2-dimethyltetrahydrofuro[3,4-d][1,3]dioxol-4-yl)methoxy)methyl)phosphonate